[Si](C)(C)(C(C)(C)C)OCC=1C=CC=2N(C1)C=C(N2)CNC(C2=CN=CC(=C2)N(C)C)=O N-((6-(((tert-butyldimethylsilyl)oxy)methyl)imidazo[1,2-a]pyridin-2-yl)methyl)-5-(dimethylamino)nicotinamide